2-methyl-3-(1-menthoxy)propane-1,2-diol CC(CO)(COC1(CCC(CC1)C(C)C)C)O